ClC1=C(C2=C(C3=C(N=C(N(C3=O)CC3=CN=CO3)C3=C(C=C(C(=C3)OC)F)C3CC3)S2)C=C1)O 7-chloro-2-(2-cyclopropyl-4-fluoro-5-methoxyphenyl)-8-hydroxy-3-(oxazol-5-ylmethyl)benzo[4,5]thieno[2,3-d]pyrimidin-4(3H)-one